(3-(5-Cyclopropylpyrazin-2-yl)-5-fluorophenyl)-N-(2,2-difluoroethyl)-6-fluoro-1-methyl-[1,2,4]triazolo[4,3-a]quinazolin-5-amine C1(CC1)C=1N=CC(=NC1)C=1C=C(C=C(C1)F)C=1C(=C2C(=NC=3N(C2=CC1)C(=NN3)C)NCC(F)F)F